3-methyl-2-(3-nitrophenyl)imidazo[1,2-a]pyrimidine Hydrobromide Salt Br.CC1=C(N=C2N1C=CC=N2)C2=CC(=CC=C2)[N+](=O)[O-]